2,4-Dimethyl-5-propan-2-ylbenzene-1,3-diol CC1=C(C=C(C(=C1O)C)C(C)C)O